ClC1=C(C(C#N)=C(C(=C1Cl)OC1=C(C=CC=C1)C1CCCCC1)Cl)C#N 3,4,6-trichloro-5-(2-cyclohexylphenoxy)-phthalonitrile